1-hydroxybutyl-3-methylimidazole OC(CCC)C1=NC=CN1C